ICCOCCOCCN(C([O-])=O)C1=NC=CC(=C1)C1=CC=C(C=C1)C=1N=C2N(C=C(C=C2)OC)C1 N-[2-[2-(2-iodanylethoxy)ethoxy]ethyl]-N-[4-[4-(6-methoxyimidazo[1,2-a]pyridin-2-yl)phenyl]pyridin-2-yl]carbamate